NC1=C(C=C(C=N1)C1=NN2C(=C1)C1(CN(CC1)C(=O)N[C@H](C)C1=C(C=CC=C1)F)OCC2)C(F)(F)F 2-[6-amino-5-(trifluoromethyl)pyridin-3-yl]-N-[(1R)-1-(2-fluorophenyl)ethyl]-6,7-dihydrospiro[pyrazolo[5,1-c][1,4]oxazine-4,3'-pyrrolidine]-1'-carboxamide